fluorenylmethoxycarbonylcysteamine C1(=CC=CC=2C3=CC=CC=C3CC12)COC(=O)NCCS